caffeic acid ethyl ester C(C)OC(\C=C\C1=CC(O)=C(O)C=C1)=O